3-((3-((4-(1-(4-(7-hydroxy-3-phenylchroman-4-yl)phenyl)piperidin-4-yl)piperazin-1-yl)methyl)phenyl)amino)piperidine-2,6-dione OC1=CC=C2C(C(COC2=C1)C1=CC=CC=C1)C1=CC=C(C=C1)N1CCC(CC1)N1CCN(CC1)CC=1C=C(C=CC1)NC1C(NC(CC1)=O)=O